ClC1=NC=C(C(=C1)N1CCC(CC1)(C)CN(C)C)C#CC=1C=NN(C1)C1CC1 1-(1-(2-Chloro-5-((1-cyclopropyl-1H-pyrazol-4-yl)ethynyl)pyridin-4-yl)-4-methylpiperidin-4-yl)-N,N-dimethylmethanamine